O1CCN(CC1)C(C(=O)N1CCC2(C(C2)CNC(=O)C2=CC=3C(=CN=CC3)O2)CC1)C N-[[6-(2-morpholinopropanoyl)-6-azaspiro[2.5]octan-2-yl]methyl]furo[2,3-c]pyridine-2-carboxamide